8'-Bromo-7'-fluoro-3-(3-fluorophenyl)-3'-methylspiro[cyclobutane-1,1'-pyrrolo[2,3-c]quinolin]-2'(3'H)-one BrC1=CC=2C3=C(C=NC2C=C1F)N(C(C31CC(C1)C1=CC(=CC=C1)F)=O)C